pentamethyl-cyclopentadienyl-iridium dichloride CC1=C(C(=C(C1([Ir](Cl)Cl)C)C)C)C